(E)-2-(4-(2-ethoxyvinyl)-2-oxopyridin-1(2H)-yl)-5-methylhexanoic acid ethyl ester C(C)OC(C(CCC(C)C)N1C(C=C(C=C1)\C=C\OCC)=O)=O